C(C)N1CCN(CC1)CC1=C(C=C(C=C1)NC(=O)NC1=CC=C(C=C1)OC1=NC=NC(=C1)NC)C(F)(F)F 1-[4-[(4-ethylpiperazin-1-yl)methyl]-3-(trifluoromethyl)phenyl]-3-[4-[6-(methylamino)pyrimidine-4-yl]oxyphenyl]urea